O1CCCC2=CC=CC(=C12)C=1C=CC(=C2C=CC=NC12)C[C@@H](C(=O)O)NC(C1=C(C=C(C=C1F)NS(=O)(=O)C1=CC=C(C=C1)C1=CC(=NC=C1)F)F)=O (S)-3-(8-(chroman-8-yl)quinolin-5-yl)-2-(2,6-difluoro-4-((4-(2-fluoropyridin-4-yl)phenyl)sulfonamido)benzamido)propanoic acid